NC1=C(C=C(N=N1)C1=C(C=CC=C1)O)O[C@@H]1CN(CCC1)C1=CC=C(C=C1)N1CCNCC1 2-[6-amino-5-[[(3S)-1-(4-piperazin-1-ylphenyl)-3-piperidyl]oxy]pyridazin-3-yl]phenol